FC(OC=1C=C(C=CC1)N1N=C(C2=CC(=CC=C12)C(=O)NC1(CS(C1)(=O)=O)C)NC(C)C)F 1-(3-(difluoromethoxy)phenyl)-3-(isopropylamino)-N-(3-methyl-1,1-dioxidothietan-3-yl)-1H-indazole-5-carboxamide